(S)-2-morpholinyl-N-(6-(thiazol-5-yl)isoquinolin-3-yl)propanamide N(6)-L-threonylcarbamoyladenosineAcetate Potassium Salt [K+].N[C@@H]([C@H](O)C)C(=O)NC(=O)NC=1C=2N=CN([C@]3([C@H](O)[C@H](O)[C@@H](CO)O3)CC(=O)[O-])C2N=CN1.N1(CCOCC1)[C@H](C(=O)NC=1N=CC2=CC=C(C=C2C1)C1=CN=CS1)C